C12(CC(C1)C2)NC(O[C@@H]2[C@@H](C[C@@H](C2)C2=CC(=NN2)NC2=NC=C(C=1N2C=CN1)N1CCNCC1)F)=O (1S,2R,4R)-2-fluoro-4-(3-((8-(piperazin-1-yl)imidazo[1,2-c]pyrimidin-5-yl)amino)-1H-pyrazol-5-yl)cyclopentyl bicyclo[1.1.1]pentan-1-ylcarbamate